5-(3-[2-[1-(5-chloro-4-[[1-methyl-2-oxo-3-(2-oxopropoxy)quinolin-6-yl]amino]pyrimidin-2-yl)piperidin-4-yl]ethoxy]azetidin-1-yl)-2-(2,6-dioxopiperidin-3-yl)isoindole-1,3-dione ClC=1C(=NC(=NC1)N1CCC(CC1)CCOC1CN(C1)C=1C=C2C(N(C(C2=CC1)=O)C1C(NC(CC1)=O)=O)=O)NC=1C=C2C=C(C(N(C2=CC1)C)=O)OCC(C)=O